C1CCC2=CC(=CC=C12)C(C(=O)O)=O 2,3-Dihydro-1H-inden-5-yl(oxo)acetic acid